N-(cyclopropylmethyl)-7-methoxy-6-phenoxy-1H,2H,3H-cyclopenta[b]quinolin-9-amine C1(CC1)CNC1=C2C(=NC=3C=C(C(=CC13)OC)OC1=CC=CC=C1)CCC2